NC1=CC=C2C=CC3=CC=CC4=CC=C1C2=C43 8-Aminopyren